D-4-chloro-6-(3-methoxy-2-methylphenyl)-2-(1-methyl-1H-imidazol-2-yl)-5-phenylpyrrolo[2,1-f][1,2,4]triazine ClC1=NC(=NN2C1=C(C(=C2)C2=C(C(=CC=C2)OC)C)C2=CC=CC=C2)C=2N(C=CN2)C